1-(2-(trifluoromethyl)-5,6-dihydro-[1,2,4]triazolo[1,5-a]pyrazin-7(8H)-yl)prop-2-en-1-one FC(C1=NN2C(CN(CC2)C(C=C)=O)=N1)(F)F